N-isopropylnaphtho[2,1-d]thiazol-2-amine C(C)(C)NC=1SC2=C(N1)C=CC1=CC=CC=C12